COC1=CC=C(C=C1)C1N(CCC1)C(=O)C1=CN(C2=C1C(N(C=C2C)C)=O)C 3-((2-(4-methoxyphenyl)pyrrolidin-1-yl)carbonyl)-1,5,7-trimethyl-1,5-dihydro-4H-pyrrolo[3,2-c]pyridin-4-one